O=C(CCCCCC(=O)O)OOC(CC)CC 7-oxo-7-((3-pentyloxy)oxy)heptanoic acid